C1(CC1)CN1C(=NC2=CC=C(C=C2C1=O)F)[C@@H](CCC)N1CCN(CCC1)C (R)-3-(cyclopropylmethyl)-6-fluoro-2-(1-(4-methyl-1,4-diazepan-1-yl)butyl)quinazolin-4(3H)-one